(4-(4-benzyl-3,5-dioxo-1,2,4-thiadiazolidin-2-yl)butyl)-L-proline C(C1=CC=CC=C1)N1C(N(SC1=O)CCCCN1[C@@H](CCC1)C(=O)O)=O